8-chloro-2-(cis-4-fluorocyclohexyl)-1-[(2R,4R)-2-methyltetrahydro-2H-pyran-4-yl]-1H-imidazo[4,5-c]quinoline ClC1=CC=2C3=C(C=NC2C=C1)N=C(N3[C@H]3C[C@H](OCC3)C)[C@@H]3CC[C@@H](CC3)F